N-((S)-2-((S)-2-aminopropanamido)-2-phenylethyl)-1-hydroxy-2-isopropyl-5-methylcyclohexane-1-carboxamide N[C@H](C(=O)N[C@H](CNC(=O)C1(C(CCC(C1)C)C(C)C)O)C1=CC=CC=C1)C